FC1=CC=C(C=C1)NCC1=CC(=C(C=C1)NC(CCC)=O)C N-{4-[(4-fluoro-phenylamino)methyl]-2-methyl-phenyl}butyramide